(3S)-3-[[4-[8-chloro-7-[(2-methyl-3H-benzimidazol-5-yl)oxy]quinoxalin-2-yl]pyrazol-1-yl]methyl]thiolane 1,1-dioxide ClC=1C(=CC=C2N=CC(=NC12)C=1C=NN(C1)C[C@H]1CS(CC1)(=O)=O)OC1=CC2=C(N=C(N2)C)C=C1